3,5-dimethoxyphenyl-pentanone CCCC(=O)CC1=CC(=CC(=C1)OC)OC